FC(OC1=CN=C2C(=N1)NC(=C2C2=NC=CC=C2)C2=CC(=NC=C2)NC([C@@H](CC(F)F)C2=CC=C(C=C2)F)=O)F (2S)-N-{4-[3-(Difluoromethoxy)-7-(pyridin-2-yl)-5H-pyrrolo[2,3-b]pyrazin-6-yl]pyridin-2-yl}-4,4-difluoro-2-(4-fluorophenyl)butanamid